4-[4-(5-bromo-1,3-benzoxazol-2-yl)piperidin-1-yl]-1-methyl-2-oxo-1,2-dihydroquinoline BrC=1C=CC2=C(N=C(O2)C2CCN(CC2)C2=CC(N(C3=CC=CC=C23)C)=O)C1